hexadecylalanine C(CCCCCCCCCCCCCCC)N[C@@H](C)C(=O)O